C(C1=CC=CC=C1)N1CC(OCC1([2H])[2H])C1=NC(=CC=C1)C 4-Benzyl-2-(6-methylpyridin-2-yl)morpholine-5,5-d2